6-(6-(cyclohexylsulfinyl)naphthalen-1-yl)isoquinolin-1(2H)-one C1(CCCCC1)S(=O)C=1C=C2C=CC=C(C2=CC1)C=1C=C2C=CNC(C2=CC1)=O